BrCC(=O)C1=CC(=NC(=C1)C)OC(F)F 2-bromo-1-[2-(difluoromethoxy)-6-methyl-4-pyridinyl]ethanone